1-methyl-N-(3-((2-((4-methyl-2-(4-methylpiperazin-1-yl)thiazol-5-yl)amino)-5-(trifluoromethyl)pyrimidin-4-yl)amino)propyl)azetidine-3-carboxamide CN1CC(C1)C(=O)NCCCNC1=NC(=NC=C1C(F)(F)F)NC1=C(N=C(S1)N1CCN(CC1)C)C